ClC1=CC=2N(C=C1C1CCN(CC1)S(=O)(=O)C1=CN=C(S1)C([2H])([2H])[2H])N=CN2 5-((4-(7-chloro-[1,2,4]triazolo[1,5-a]pyridin-6-yl)piperidin-1-yl)sulfonyl)-2-(methyl-d3)thiazole